racemic-tert-butyl 5-cyclopropyl-4-(((1R*,2S*,4S*)-4-hydroxy-2-(4-(methoxycarbonyl)phenyl)-4-methylcyclohexyl)oxy)-7-methyl-1H-indole-1-carboxylate C1(CC1)C=1C(=C2C=CN(C2=C(C1)C)C(=O)OC(C)(C)C)O[C@H]1[C@@H](C[C@@](CC1)(C)O)C1=CC=C(C=C1)C(=O)OC |r|